C1(CCCCCO1)=O e-Caprolacton